C1(CC1)CN1C(=CC2=CC=C(C=C12)SC1=CC=NC=C1)C1=NC2=C(N1C)C(=CC(=C2)C(=O)N2[C@@H]1CC[C@H](C2)[C@H]1NC(OC(C)(C)C)=O)OC tert-butyl ((1R,4R,7R)-2-(2-(1-(cyclopropylmethyl)-6-(pyridin-4-ylthio)-1H-indol-2-yl)-7-methoxy-1-methyl-1H-benzo[d]imidazole-5-carbonyl)-2-azabicyclo[2.2.1]heptan-7-yl)carbamate